rac-5-[4-amino-2-(N-(2-amino-1-methyl-2-oxo-ethyl)-4-fluoro-anilino)thiazole-5-carbonyl]-N-(2-tert-butoxyethyl)isoxazole-3-carboxamide NC=1N=C(SC1C(=O)C1=CC(=NO1)C(=O)NCCOC(C)(C)C)N(C1=CC=C(C=C1)F)[C@@H](C(=O)N)C |r|